N-isopropyl-1-[8-(6-methoxypyridazin-4-yl)-6H-isochromeno[3,4-b]pyridin-3-yl]pyrrolidin-3-amine C(C)(C)NC1CN(CC1)C1=CC=C2C(=N1)OCC=1C=C(C=CC12)C1=CN=NC(=C1)OC